C(C)(C)N1N=C(N=C1C1CC(CC1)=O)C=1C=NC(=CC1)C(F)(F)F 3-[2-isopropyl-5-[6-(trifluoromethyl)-3-pyridyl]-1,2,4-triazol-3-yl]cyclopentanone